C(=O)O.CC=1N=C2N(C=C(C=N2)NC(=O)N2CCC=3C2=NC=CC3N3C[C@H](NCC3)C)C1 (R)-N-(2-methylimidazo[1,2-a]pyrimidin-6-yl)-4-(3-methylpiperazin-1-yl)-2,3-dihydro-1H-pyrrolo[2,3-b]pyridine-1-carboxamide formate